5-(1-Acetylpiperidin-4-yl)-N-(2-chloro-3-(3-chloro-2-(3-fluoro-4-formyl-5-methoxyphenyl)pyridin-4-yl)phenyl)-1-methyl-4,5,6,7-tetrahydro-1H-imidazo[4,5-c]pyridine-2-carboxamide C(C)(=O)N1CCC(CC1)N1CC2=C(CC1)N(C(=N2)C(=O)NC2=C(C(=CC=C2)C2=C(C(=NC=C2)C2=CC(=C(C(=C2)OC)C=O)F)Cl)Cl)C